12H-benzo[4,5]thieno[3,2-a]carbazole C1=CC=CC2=C1C=1C(=CC=C3C4=CC=CC=C4NC13)S2